4-methoxy-2-(phenylethynyl)-1-(vinyloxy)benzene COC1=CC(=C(C=C1)OC=C)C#CC1=CC=CC=C1